N[C@@H]1C2=CC=CC=C2CC12CCN(CC2)C=2C(=NC(=CN2)C#CC(C)C)CO (S)-(3-(1-amino-1,3-dihydrospiro[inden-2,4'-piperidin]-1'-yl)-6-(3-methylbut-1-yn-1-yl)pyrazin-2-yl)methanol